3-(ethoxycarbonyl)-benzenediazonium tetrafluoroborate F[B-](F)(F)F.C(C)OC(=O)C=1C=C(C=CC1)[N+]#N